CCCCCCCCCCCCCCCCCCCCCCCC(=O)O The molecule is a C24 straight-chain saturated fatty acid. It has a role as a volatile oil component, a plant metabolite, a human metabolite and a Daphnia tenebrosa metabolite. It is a very long-chain fatty acid and a straight-chain saturated fatty acid. It is a conjugate acid of a tetracosanoate.